NC[C@@]12[C@@H]([C@@H]([C@H](C(OC1)O2)N2C(NCC2)=S)O)O 1-((1S,2R,3R,4R)-1-(Aminomethyl)-2,3-dihydroxy-6,8-dioxabicyclo[3.2.1]octan-4-yl)imidazolidine-2-thione